N1=C(C=NC=C1)C=1C(=NC=CN1)C(C)NC(C1=CC(=CC(=C1)C(F)(F)F)C(F)(F)F)=O N-[1-(3-pyrazin-2-ylpyrazin-2-yl)ethyl]-3,5-bis(trifluoromethyl)benzamide